C([C@@H]1[C@H]([C@@H]([C@H]([C@@H](O1)O[C@@H]2[C@H]([C@@H]([C@H](O[C@@H]2O[C@@H]3[C@H]([C@@H]([C@H](OC3O)CO)O)O)CO)O)O)O)O)O)O The molecule is a glucotriose consisting of beta-D-glucopyranose, alpha-D-glucopyranose and D-glucopyranose residues joined in sequence by (1->2) glycosidic bonds. It derives from an alpha-D-Glcp-(1->2)-D-Glcp.